FC=1C(=CC=C2C(=NN(C12)C)C1C(NC(CC1)=O)=O)C1CCN(CC1)C[C@@H]1[C@@H](CNCC1)C 3-[7-fluoro-1-methyl-6-[1-[[(3S,4S)-3-methyl-4-piperidyl]methyl]-4-piperidyl]indazol-3-yl]piperidine-2,6-dione